N-[5-[2-[3-[2-[(6-chloro-2-pyridyl)oxy]ethoxy]-4-[(3-methoxyazetidin-1-yl)methyl]phenyl]ethynyl]-8-(methylamino)-2,7-naphthyridin-3-yl]cyclopropanecarboxamide ClC1=CC=CC(=N1)OCCOC=1C=C(C=CC1CN1CC(C1)OC)C#CC1=C2C=C(N=CC2=C(N=C1)NC)NC(=O)C1CC1